N-(2-METHOXYETHYL)-N-4-PENTEN-1-YLSULFURIC DIAMIDE COCCN(S(N)(=O)=O)CCCC=C